(R)-N1-methyl-4-(5-(2-methylmorpholino)benzo[d]oxazol-2-yl)-N6-(pyridin-2-yl)-2,7-naphthyridine-1,6-diamine CNC1=NC=C(C2=CC(=NC=C12)NC1=NC=CC=C1)C=1OC2=C(N1)C=C(C=C2)N2C[C@H](OCC2)C